C(CCCCC)N1N=NC(C1O[C@H]1[C@@H](O[C@@H]([C@H]1O)CO)N1C=NC=2C(=O)NC(N)=NC12)=C 2'-O-(1-hexyl-4-methylene-1,2,3-triazolyl)-guanosine